C(C)OC(=O)C1=NNC=2C(CCC(C12)C1=CC(=C(C=C1)F)Br)=O (3-bromo-4-fluoro-phenyl)-7-oxo-5,6-dihydro-4H-indazole-3-carboxylic acid ethyl ester